1-[4-(2,3-Dimethylphenyl)piperazin-1-yl]-2-[3-(2-oxa-5-azabicyclo[2.2.2]octan-5-carbonyl)-5,6-dihydrocyclopenta[c]pyrazol-1(4H)-yl]ethan-1-on CC1=C(C=CC=C1C)N1CCN(CC1)C(CN1N=C(C2=C1CCC2)C(=O)N2C1COC(C2)CC1)=O